ethyl 3-[1-[2-[bis[(4-methoxyphenyl)methyl]amino]-3-pyridyl]ethyl-(2,6-dichloro-5-nitro-pyrimidin-4-yl)amino]propanoate COC1=CC=C(C=C1)CN(C1=NC=CC=C1C(C)N(CCC(=O)OCC)C1=NC(=NC(=C1[N+](=O)[O-])Cl)Cl)CC1=CC=C(C=C1)OC